5-(2-cyclobutyl-1-(3-morpholinobicyclo-[1.1.1]pentan-1-yl)-1H-imidazol-4-yl)-3-(trifluoromethoxy)-pyridin-2-amine C1(CCC1)C=1N(C=C(N1)C=1C=C(C(=NC1)N)OC(F)(F)F)C12CC(C1)(C2)N2CCOCC2